N-(4-fluoropyridin-2-yl)-5-methylfuran-2-carboxamide FC1=CC(=NC=C1)NC(=O)C=1OC(=CC1)C